FC1=C(C=CC(=C1C(=O)C=1C=C2N=C(C=NC2=CC1)N1CCCC1)F)NC(=O)NC1=CC(=CC=C1)F 1-(2,4-difluoro-3-(3-(pyrrolidin-1-yl)quinoxaline-6-carbonyl)phenyl)-3-(3-fluorophenyl)urea